O[C@@H]1[C@H](CO[C@@H]([C@@H]1O)COC1=CC=C(C=C1)OC)NC(C)=O N-((3S,4R,5R,6R)-4,5-dihydroxy-6-((4-methoxyphenoxy)methyl)tetrahydro-2H-pyran-3-yl)acetamide